C(C1=CC=CC=C1)N(C(C(N)=O)=O)CC1=NC=CC=C1C N'-benzyl-N'-[(3-methyl-2-pyridyl)methyl]oxamide